COC(=O)[C@H]1NC(CC1)C1CCCCC1 (2S)-5-cyclohexylpyrrolidine-2-carboxylic acid methyl ester